COC(=O)C1=C(SC(=C1C)C(N)=O)NC(C(CC)C1=CC=C(C=C1)Cl)=O carbamoyl-2-(2-(4-chlorophenyl)butyrylamino)-4-methylthiophene-3-carboxylic acid methyl ester